FC=1C=C(C(=O)C=2C(=C(NC2)C(=O)OCC)C)C=CC1C(F)(F)F ethyl 4-(3-fluoro-4-(trifluoromethyl) benzoyl)-3-methyl-1H-pyrrole-2-carboxylate